BrC1=C(C=2C(=NC=C3C2C2(C(N3C)=O)CCCC2)N1)C=1C=C2C=NN(C2=CC1)C 2'-bromo-6'-methyl-1'-(1-methyl-1H-indazol-5-yl)-3',6'-dihydro-7'H-spiro[cyclopentane-1,8'-dipyrrolo[2,3-b:3',2'-d]pyridin]-7'-one